tert-butyl N-{[5-(2-fluorophenyl)-1-[3-({[(3R)-3-methoxypyrrolidin-1-yl] sulfonyl} amino) benzenesulfonyl]-1H-pyrrol-3-yl] methyl}-N-methylcarbamate FC1=C(C=CC=C1)C1=CC(=CN1S(=O)(=O)C1=CC(=CC=C1)NS(=O)(=O)N1C[C@@H](CC1)OC)CN(C(OC(C)(C)C)=O)C